OCCCCCCCCCC1=CC2=C(N(C(N2C)=O)C2C(NC(CC2)=O)=O)C=C1 3-[5-(9-hydroxynonyl)-3-methyl-2-oxo-1,3-benzodiazol-1-yl]piperidine-2,6-dione